sodium fluoro(nonafluorobutane) FC(C(C(C(F)(F)F)(F)F)(F)F)(F)F.[Na]